2-amino-7-bromo-1H-indole-3-carbonitrile NC=1NC2=C(C=CC=C2C1C#N)Br